CN(CCC=1C(=C(C=CC1)O)F)C [2-(dimethylamino)ethyl]-2-fluorophenol